5-((1-(Methylsulfonyl)piperidin-4-yl)methoxy)-2-((5-(2,2,2-trifluorohydroxyethyl)isoindolin-2-yl)methyl)-4H-pyran-4-one CS(=O)(=O)N1CCC(CC1)COC=1C(C=C(OC1)CN1CC2=CC=C(C=C2C1)C(C(F)(F)F)O)=O